FC(C(=O)OC)C(=O)OC dimethyl α-fluoromalonate